CC1(NC(CC(C1)NCCCCCCNC1CC(NC(C1)(C)C)(C)C)(C)C)C N,N'-bis(2,2,6,6-tetramethylpiperidin-4-yl)hexamethylenediamine